C(#N)C1=C(C=C(C=C1)N1[C@H](O[C@@H](C1)COC1=CC=C(C(=O)OC)C=C1)C(F)(F)F)C(F)(F)F methyl 4-(((2R,5S)-3-(4-cyano-3-(trifluoromethyl)phenyl)-2-(trifluoromethyl)oxazolidin-5-yl)methoxy)benzoate